3-[2-(4-chloro-3-fluorophenoxy)acetamido]-N-[(1,3-thiazol-2-yl)methyl]bicyclo[1.1.1]pentane-1-carboxamide ClC1=C(C=C(OCC(=O)NC23CC(C2)(C3)C(=O)NCC=3SC=CN3)C=C1)F